N-[(1R,3S)-3-{[6-chloro-2-(trifluoromethyl)quinolin-4-yl]amino}cyclohexyl]-3-cyano-1-(2-fluoro-2-methylpropyl)-1H-pyrazole-4-carboxamide ClC=1C=C2C(=CC(=NC2=CC1)C(F)(F)F)N[C@@H]1C[C@@H](CCC1)NC(=O)C=1C(=NN(C1)CC(C)(C)F)C#N